2-(4-bromomethylphenyl)-5-trifluoromethyl-1,3,4-oxadiazole BrCC1=CC=C(C=C1)C=1OC(=NN1)C(F)(F)F